4-CHLORO-3-(CYCLOHEXYLAMINOCARBONYL)PHENYLBORONIC ACID ClC1=C(C=C(C=C1)B(O)O)C(=O)NC1CCCCC1